tert-butyl (±)-2,4,5-trimethylpiperazine-1-carboxylate CC1N(CC(N(C1)C)C)C(=O)OC(C)(C)C